N-[3-chloro-4-[4-(4-hydroxypiperidine-3-carbonyl)piperazine-1-carbonyl]phenyl]-5-[1-cyclopropyl-3-(trifluoromethyl)pyrazol-4-yl]-1-methylimidazole-2-carboxamide ClC=1C=C(C=CC1C(=O)N1CCN(CC1)C(=O)C1CNCCC1O)NC(=O)C=1N(C(=CN1)C=1C(=NN(C1)C1CC1)C(F)(F)F)C